N12CC(C(CC1)C2)C=2SC1=C(N2)C=C(C=C1)B1OC(C(O1)(C)C)(C)C 2-(1-azabicyclo[2.2.1]heptan-3-yl)-5-(4,4,5,5-tetramethyl-1,3,2-dioxaborolan-2-yl)benzo[d]thiazole